OC1C(OCC(C1O)O)C(=O)O 3,4,5-trihydroxytetrahydro-2H-pyran-carboxylic acid